N1C(CC2=CC=CC=C12)C1=C(C=2C3C(C(OC2C=C1CCCCC)(C)C)CCC(=C3)C)O 2-(indolin-2-yl)-6,6,9-trimethyl-3-pentyl-6a,7,8,10a-tetrahydro-6H-benzo[c]chromen-1-ol